ClC=1C=C2C(=NC(=NC2=C(C1C=1C(=CC=C2C(=NNC12)C)C)F)N1CC(C1)N(C)C)N1C[C@H](N(C[C@@H]1C)C(C=C)=O)C 1-((2R,5S)-4-(6-chloro-7-(3,6-dimethyl-1H-indazol-7-yl)-2-(3-(dimethylamino)azetidin-1-yl)-8-fluoroquinazolin-4-yl)-2,5-dimethylpiperazin-1-yl)prop-2-en-1-one